C(C1=CC=C(C(=O)[O-])C=C1)(=O)[O-].[K+].[K+].[K+] tripotassium terephthalate